ClC=1C=C(C=C2C=C(N=CC12)NC(=O)[C@H]1[C@@H](C1)C#N)B(O)O |r| (±)-[8-chloro-3-[[trans-2-cyanocyclopropanecarbonyl]amino]-6-isoquinolyl]boronic acid